C(CCCCCCC\C=C/C\C=C/CCCCC)(=O)OCC(COC(\C=C(\CCCCCCCCCC)/CCCCCCC)=O)COC(=O)OCCCN1CCN(CC1)C 3-(((E)-3-heptyltridec-2-enoyl)oxy)-2-((((3-(4-methylpiperazin-1-yl)propoxy)carbonyl)oxy)methyl)propyl (9Z,12Z)-octadeca-9,12-dienoate